2,2-dimethyl-5-(naphthalen-2-yl)-1,5,10,10a-tetrahydropyrrolo[1,2-b]cinnolin-3(2H)-one CC1(CC2N(N(C=3C=CC=CC3C2)C2=CC3=CC=CC=C3C=C2)C1=O)C